NC=1C=2O[C@@H](C3=CC(=CC=C3C3=NN(N=C3C(C=3C=CN(C3C(=CN1)C2)CC)=O)C)F)C (19R)-22-amino-3-ethyl-16-fluoro-10,19-dimethyl-20-oxa-3,9,10,11,23-pentaazapentacyclo[19.3.1.02,6.08,12.013,18]pentacosa-1(24),2(6),4,8,11,13,15,17,21(25),22-decaen-7-one